CNC(=O)C1=NOC(=N1)COC1=CC=C(C=C1)C(C)(C)C1=CC=C(OCCCNC([O-])=O)C=C1 (3-(4-(2-(4-((3-(methylcarbamoyl)-1,2,4-oxadiazol-5-yl)methoxy)phenyl) Prop-2-yl)phenoxy)propyl)carbamate